1-((3-(4-fluorophenyl)isoxazol-5-yl)methyl)-4-(1-methylcyclobutyl)-1,4-dihydropyrazine-2,3-dione FC1=CC=C(C=C1)C1=NOC(=C1)CN1C(C(N(C=C1)C1(CCC1)C)=O)=O